C(CCC)(=O)OC1C2CC3CC(CC1C3)C2 adamantan-2-yl butyrate